C(C)OC(\C=C\C1=C(C=CC=C1)OCC(COCC1=CC=CC=C1)O)=O (E)-3-(2-(3-(benzyloxy)-2-hydroxypropoxy)phenyl)acrylic acid ethyl ester